C(C)N1CC(CCC1)NC1=NN2C(N=C(C=C2)C2=C(C=C(C=C2C)C)O)=N1 2-(2-((1-ethylpiperidin-3-yl)amino)-[1,2,4]triazolo[1,5-a]pyrimidin-5-yl)-3,5-dimethylphenol